ClC=1C=C(C=CC1OC(F)(F)F)O 3-chloro-4-trifluoromethoxyphenol